triethoxymercaptopropyl-silane Tert-Butyl-8-{2-[(4-Bromopyridin-2-Yl)Carbamoyl]Ethyl}-5-Oxa-2,8-Diazaspiro[3.5]Nonane-2-Carboxylate C(C)(C)(C)OC(=O)N1CC2(C1)OCCN(C2)CCC(NC2=NC=CC(=C2)Br)=O.C(C)OS(OCC)(OCC)CCC[SiH3]